Cl.Cl.FC=1C=C(C=NC1)[C@H](CNC(C[C@@H]1CC(NC1)=O)(C)C)O (R)-4-(2-(((R)-2-(5-Fluoropyridin-3-yl)-2-hydroxyethyl)amino)-2-methylpropyl)pyrrolidin-2-one dihydrochloride